(R)-N-(1-(4-chlorophenyl)-2,2,2-trifluoroethyl)-[1,2,4]triazolo[4,3-b]pyridazine-6-sulfonamide ClC1=CC=C(C=C1)[C@H](C(F)(F)F)NS(=O)(=O)C=1C=CC=2N(N1)C=NN2